1-(7-(8-Ethyl-7-fluoro-3-hydroxy-naphthalen-1-yl)-8-fluoro-2-(((2R,7aS)-2-fluorotetrahydro-1H-pyrrolizin-7a(5H)-yl)methoxy)pyrido[4,3-d]pyrimidin-4-yl)piperidine-3-carbonitrile C(C)C=1C(=CC=C2C=C(C=C(C12)C1=C(C=2N=C(N=C(C2C=N1)N1CC(CCC1)C#N)OC[C@]12CCCN2C[C@@H](C1)F)F)O)F